7,7-dimethyl-2-oxobicyclo[2.2.1]heptane-1-methanesulfonic acid CC1(C2(C(CC1CC2)=O)CS(=O)(=O)O)C